BrC1=CC=CC=2N(C(NC21)=O)C2CCC(CC2)C(=O)NC2=C(C=C(C=C2)C)O 4-(4-bromo-2-oxo-2,3-dihydro-1H-1,3-benzodiazol-1-yl)-N-(2-hydroxy-4-methylphenyl)cyclohexane-1-carboxamide